cis-4-(2-fluoro-6-phenoxybenzyl)-N-(4-(furan-2-yl)benzyl)-1-isobutyryl-6-methylpiperazine-2-carboxamide FC1=C(CN2C[C@@H](N([C@@H](C2)C)C(C(C)C)=O)C(=O)NCC2=CC=C(C=C2)C=2OC=CC2)C(=CC=C1)OC1=CC=CC=C1